N1(CCOCC1)C1=CC(=NC=N1)N1N=CC(=C1[O-])N1N=NC=C1.[K+] potassium 1-[6-(morpholin-4-yl) pyrimidin-4-yl]-4-(1H-1,2,3-triazol-1-yl)-1H-pyrazol-5-olate